C(C)(C)(C)C1=CC=C(C=C1)C=1OC(=C(N1)C(=O)NCCN(C)C)C1=CC=CC=C1 (4-(tert-butyl)phenyl)-N-(2-(dimethylamino)ethyl)-5-phenyloxazole-4-carboxamide